FC(C=1C=C(C=CC1)C1=CC=C(C=C1)CN1C=CC2=CC(=CC=C12)NC(C=C)=O)(F)F N-(1-((3'-(trifluoromethyl)-[1,1'-biphenyl]-4-yl)methyl)-1H-indol-5-yl)acryl-amide